lead (II) isononanate C(CCCCCC(C)C)(=O)[O-].[Pb+2].C(CCCCCC(C)C)(=O)[O-]